3-(2-thienylcarbonyl)-phenylacetic acid S1C(=CC=C1)C(=O)C=1C=C(C=CC1)CC(=O)O